(3R,6S)-6-methyl-1-(2-(3-(pyridin-4-yl)phenyl)acetyl)piperidine-3-carboxylic acid C[C@H]1CC[C@H](CN1C(CC1=CC(=CC=C1)C1=CC=NC=C1)=O)C(=O)O